FC=1C=CC(=C(C=N[S@@](=O)C(C)(C)C)C1)OCOC (S)-N-(5-fluoro-2-(methoxymethoxy)benzylidene)-2-methylpropane-2-sulfinamide